ClC1=CC2=C(N(C=CN2C)C2CCN(CC2)C(CC2=CC=CC=C2)=O)N=C1 7-chloro-1-methyl-4-(1-(2-phenylacetyl)piperidin-4-yl)-1,4-dihydropyrido[2,3-b]pyrazine